N1(CCCC1)C1=NC2=CC=CC=C2C(=N1)N1CCCC1 2,4-Di(pyrrolidin-1-yl)quinazoline